FC1CN(C1)C(=O)NC1=NN2C([C@@H](N=C(C3=C2C=CC(=C3Cl)Cl)C3=C(C=CC=C3F)F)C)=N1 3-Fluoro-N-[(4S)-7,8-dichloro-6-(2,6-difluorophenyl)-4-methyl-4H-[1,2,4]triazolo[1,5-a][1,4]benzodiazepine-2-Yl]azetidine-1-carboxamide